O=C1NC(CCC1C=1C=CC(=NC1)N(C1CCC(CC1)C(=O)O)C)=O (1r,4r)-4-{[5-(2,6-dioxopiperidin-3-yl)pyridin-2-yl](methyl)amino}cyclohexane-1-carboxylic acid